C(C=C)(=O)N1CCN(CC1)C1(CCOCC1)C1=CC=C(C=C1)[C@H](C)NC=1N=C(C2=C(N1)N(CC=C2)C(C)C)N(C)C 2-{[(1S)-1-{4-[4-(4-acryloylpiperazin-1-yl)tetrahydro-2H-pyran-4-yl]Phenyl}ethyl]Amino}-4-(dimethylamino)-8-(prop-2-yl)pyrido[2,3-d]-Pyrimidine